4-(aminomethyl)-6-(5-(cyclopropylmethyl)-pyridin-3-yl)phthalazin-1(2H)-one NCC1=NNC(C2=CC=C(C=C12)C=1C=NC=C(C1)CC1CC1)=O